N[C@@H](C(=O)N1C[C@@H](CCC1)N1N=C(C=2C1=NC=NC2N)C2=CC=C(C=C2)OC2=CC=CC=C2)CC2=CNC1=CC=CC=C21 (R)-2-amino-1-((R)-3-(4-amino-(4-phenoxyphenyl)-1H-pyrazolo[3,4-d]pyrimidin-1-yl)piperidin-1-yl)-3-(1H-indol-3-yl)propan-1-one